2'-chloro-5'-methoxy-6-methyl-N-(5-(((2r,3s)-2-methyltetrahydrofuran-3-yl)methoxy)-1,3,4-thiadiazol-2-yl)-(4,4'-bipyridine)-3-carboxamide ClC1=NC=C(C(=C1)C1=C(C=NC(=C1)C)C(=O)NC=1SC(=NN1)OC[C@H]1[C@H](OCC1)C)OC